N-(7-methoxy-4-phenyl-1H-1,3-benzodiazol-2-yl)-1,3-thiazole-5-carboxamide COC1=CC=C(C2=C1NC(=N2)NC(=O)C2=CN=CS2)C2=CC=CC=C2